1-(tert-butyl)2-methyl-(2R,4S)-4-(4-(difluoromethoxy)-3-hydroxyphenyl)pyrrolidine C(C)(C)(C)N1[C@@H](C[C@H](C1)C1=CC(=C(C=C1)OC(F)F)O)C